C(CCCCCCCCCCCCCCC)(=O)OC[C@@H](OC(CCCCCCCCCCCCCCC)=O)COP(=O)([O-])OCC[N+](C)(C)C 1,2-dipalmitoyl-trans-sn-glycero-3-phosphocholine